4-[2-[4-[2-(dimethylamino)ethoxy]anilino]-8-(3-methoxycyclobutyl)-7-oxo-pyrido[2,3-d]pyrimidin-6-yl]-8-methyl-2,3-dihydroquinoxaline-1-carboxylic acid tert-butyl ester C(C)(C)(C)OC(=O)N1CCN(C2=CC=CC(=C12)C)C1=CC2=C(N=C(N=C2)NC2=CC=C(C=C2)OCCN(C)C)N(C1=O)C1CC(C1)OC